ClC1=C(C=CC=C1)C=1N=C2C=3C=C(C=NC3C=CN2C1CC)C=1C=NN(C1)C 2-(2-Chlorophenyl)-3-ethyl-9-(1-methyl-1H-pyrazol-4-yl)imidazo[2,1-f][1,6]naphthyridine